C(C)(C)N1N=CC=2C(=CC=CC12)C(=O)N 1-isopropyl-1H-indazole-4-carboxamide